ClC=1C=CC=2N=CN=C(C2N1)NC1=C(C(=C(C=C1)OC)Cl)F 6-chloro-N-(3-chloro-2-fluoro-4-methoxy-phenyl)pyrido[3,2-d]pyrimidin-4-amine